BrC1=CC2=CN(N=C2C=C1)CCN(C)C 2-(5-bromo-2H-indazol-2-yl)-N,N-dimethylethylamine